3-(4-phenoxyphenyl)-1-[(3R)-1-(2,3,4,5-tetrafluorophenyl)sulfonylpyrrolidin-3-yl]pyrazolo[3,4-d]pyrimidin-4-amine O(C1=CC=CC=C1)C1=CC=C(C=C1)C1=NN(C2=NC=NC(=C21)N)[C@H]2CN(CC2)S(=O)(=O)C2=C(C(=C(C(=C2)F)F)F)F